4-Nitro-N1-(oxetan-3-ylmethyl)benzene-1,2-diamine [N+](=O)([O-])C=1C=C(C(=CC1)NCC1COC1)N